FC1=C(C=CC(=C1)[N+](=O)[O-])C=1CC=NCC1 4-(2-fluoro-4-nitrophenyl)-3,6-dihydropyridin